5-hydroxy-2-benzofuran-1,3-dione OC1=CC2=C(C(OC2=O)=O)C=C1